BrC1=NC(=NN1C1OCCCC1)NC=1C=C2C=NN(C2=CC1)C1OCCCC1 N-(5-bromo-1-tetrahydropyran-2-yl-1,2,4-triazol-3-yl)-1-tetrahydropyran-2-yl-indazol-5-amine